4-bromo-1-methyl-1H-pyrazol BrC=1C=NN(C1)C